FC(OC1=CC=C(C=N1)N1C[C@@H](CCC1)C1=NN2C(=NC=3C=C(C(=CC3C2=N1)F)OC)N)F (R)-2-(1-(6-(difluoromethoxy)pyridin-3-yl)piperidin-3-yl)-9-fluoro-8-methoxy[1,2,4]triazolo[1,5-c]quinazolin-5-amine